FC1=C(C=C(C(=C1)F)C(F)(F)F)C1(CC(=NO1)C1=CC(=C(S1)C(=O)O)C)C(F)(F)F 5-[5-[2,4-difluoro-5-(trifluoromethyl)phenyl]-5-(trifluoromethyl)-4H-isoxazol-3-yl]-3-methyl-thiophene-2-carboxylic acid